2-[3-(3,4-dihydro-1H-isoquinolin-2-yl)-2-hydroxy-propyl]-7-(trifluoromethoxy)-4,5-dihydro-3H-2-Benzazepine-1-one C1N(CCC2=CC=CC=C12)CC(CN1C(C2=C(CCC1)C=C(C=C2)OC(F)(F)F)=O)O